2'-chloro-N-(5-(2-cyclobutylethyl)-1,3,4-thiadiazol-2-yl)-5'-methoxy-6-methyl-4,4'-bipyridine-3-carboxamide ClC1=NC=C(C(=C1)C1=C(C=NC(=C1)C)C(=O)NC=1SC(=NN1)CCC1CCC1)OC